2,2,3,3,5,5,6,6-octafluoro-4-(2,2,3,3,4,4,5,5-octafluoropentyl)morpholine FC1(C(N(C(C(O1)(F)F)(F)F)CC(C(C(C(F)F)(F)F)(F)F)(F)F)(F)F)F